[4-[[3-(4-methoxyphenyl)imidazo[1,2-a]pyrazin-8-yl]amino]phenyl]-morpholin-4-ylmethanone COC1=CC=C(C=C1)C1=CN=C2N1C=CN=C2NC2=CC=C(C=C2)C(=O)N2CCOCC2